4-[5-[(6-Amino-2-pyridyl)sulfonylcarbamoyl]-6-(2,4,6-trimethylphenoxy)-2-pyridyl]-3,6-dihydro-2H-pyridin NC1=CC=CC(=N1)S(=O)(=O)NC(=O)C=1C=CC(=NC1OC1=C(C=C(C=C1C)C)C)C=1CCNCC1